N-(6-{[3-({2-[(tert-butyldimethylsilyl)oxy]ethyl}sulfanyl)-6-(5-chloro-2-fluorophenyl)pyridazin-4-yl]amino}pyrimidin-4-yl)-3-(4-methylpiperazin-1-yl)propanamide [Si](C)(C)(C(C)(C)C)OCCSC=1N=NC(=CC1NC1=CC(=NC=N1)NC(CCN1CCN(CC1)C)=O)C1=C(C=CC(=C1)Cl)F